C1N(CCC2=CC=CC=C12)C[C@H](CN1CCOC2=C(C1=O)C=CC(=C2)OC2CCC(CC2)N(C(OC(C)(C)C)=O)C)O Tert-Butyl N-[4-[[4-[(2R)-3-(3,4-Dihydro-1H-Isoquinolin-2-Yl)-2-Hydroxypropyl]-5-Oxo-2,3-Dihydro-1,4-Benzoxazepin-8-Yl]Oxy]Cyclohexyl]-N-Methyl-Carbamate